Cl.NCC(C1=CC(=CC=C1)Cl)NC1=NC(=CC=C1C(=O)O)N1C=NC2=C1C=C(C(=C2)OC)OC 2-[[2-amino-1-(3-chlorophenyl)ethyl]amino]-6-(5,6-dimethoxybenzimidazol-1-yl)pyridine-3-carboxylic acid hydrochloride